3-methacryloxypropylmethyl-dimethoxysilane C(C(=C)C)(=O)OCCC[Si](OC)(OC)C